2-phenylmalonic acid lithium salt [Li+].C1(=CC=CC=C1)C(C(=O)[O-])C(=O)[O-].[Li+]